N[C@H](C(=O)O)CCCNC(=N)N.ClC=1C(=CC2=C(N(C(O2)=O)CCC(=O)O)C1)O[C@H](C)C1=NC=CC=C1 (R)-3-(5-chloro-2-oxo-6-(1-(pyridin-2-yl)ethoxy)benzo[d]oxazol-3(2H)-yl)propanoic acid compound with (S)-2-amino-5-guanidinopentanoic acid